8-[(2s,5r)-4-[(4-chlorophenyl)(5-fluoropyridin-2-yl)methyl]-2,5-dimethylpiperazin-1-yl]-5-methyl-6-oxo-5,6-dihydro-1,5-naphthyridine-2-carbonitrile ClC1=CC=C(C=C1)C(N1C[C@@H](N(C[C@H]1C)C1=CC(N(C=2C=CC(=NC12)C#N)C)=O)C)C1=NC=C(C=C1)F